4-((2'-(((1-(3,5-bis(trifluoromethyl)phenyl)-1-hydroxypropan-2-yl)(cyclopentyl)amino)methyl)-6-Methoxy-4-methyl-4'-(trifluoromethyl)-[1,1'-biphenyl]-3-yl)oxy)butanoic acid FC(C=1C=C(C=C(C1)C(F)(F)F)C(C(C)N(C1CCCC1)CC1=C(C=CC(=C1)C(F)(F)F)C1=CC(=C(C=C1OC)C)OCCCC(=O)O)O)(F)F